2-methyl-4-(trifluoromethyl)benzoic acid CC1=C(C(=O)O)C=CC(=C1)C(F)(F)F